FC=1C=C2C(=NN(C2=CC1F)C)C(=O)OC Methyl 5,6-difluoro-1-methyl-1H-indazole-3-carboxylate